CN1N=C(C=C1C)C(=O)NC1=CC2=C(C=N1)C=C(N2)C2=CC(=NC=C2)NCC(F)(F)F 1,5-dimethyl-N-(2-(2-(2,2,2-trifluoroethylamino)pyridin-4-yl)-1H-pyrrolo[3,2-c]pyridin-6-yl)-1H-pyrazole-3-carboxamide